COC1=CC=C(C[C@H](N)C(=O)O)C=C1 (O-methyl)-tyrosine